C([C@H](O)C1=CC=CC=C1)(=O)[O-] (R)-(-)-mandelate